C(C)(C)(C)OC(=O)N1CC(C1)C1=CC(=C(CN2CCC(CC2)C(=O)OC)C(=C1)C(C)C)C(C)C methyl 1-(4-(1-(tert-butoxycarbonyl)azetidin-3-yl)-2,6-diisopropylbenzyl)piperidine-4-carboxylate